The molecule is a 1-octadecanoyl-2-acyl-sn-glycero-3-phospho-1D-myo-inositol(1-) in which the 2-acyl group is specified as linoleoyl. It is a 1-octadecanoyl-2-acyl-sn-glycero-3-phospho-1D-myo-inositol(1-) and a phosphatidylinositol 36:3(1-). It is a conjugate base of a 1-stearoyl-2-linoleoyl-sn-glycero-3-phospho-1D-myo-inositol. CCCCCCCCCCCCCCCCCC(=O)OC[C@H](COP(=O)([O-])OC1[C@@H]([C@H](C([C@H]([C@H]1O)O)O)O)O)OC(=O)CCCCCCC/C=C\\C/C=C\\CCCCC